OCCSC=1C=C2C=CC(=CC2=CC1)C1(C=2C=CC=CC2CC=2C3=C(C=CC12)C=CC=C3)C3=CC1=CC=C(C=C1C=C3)SCCO 7,7-bis[6-(2-hydroxyethylthio)naphthalen-2-yl]benzanthracene